3-((1r,3r)-1-(3-bromophenyl)-3-chlorocyclobutyl)-4-methyl-4H-1,2,4-triazole BrC=1C=C(C=CC1)C1(CC(C1)Cl)C1=NN=CN1C